IC1=C(C(=O)N)C=C(C=C1I)I 2,3,5-triiodobenzamide